NC1=C2C(=NC=N1)N(N=C2C2=CC=C(C=C2)OC2=CC=CC=C2)C2CCN(CC2)CCOCCOCCN2CCN(CC2)C=2C=C1CN(C(C1=CC2)=O)C2C(NC(CC2)=O)=O 3-(5-(4-(2-(2-(2-(4-(4-amino-3-(4-phenoxyphenyl)-1H-pyrazolo(3,4-d)pyrimidin-1-yl)piperidin-1-yl)ethoxy)ethoxy)ethyl)piperazin-1-yl)-1-oxoisoindolin-2-yl)piperidine-2,6-dione